C(C)(=O)N[C@H]1[C@H](O[C@@H]([C@@H]([C@@H]1O)O)CO)SCCOCCOCCOCCNC(OC(C)(C)C)=O tert-butyl (2-(2-(2-(2-(((2R,3R,4R,5R,6R)-3-acetamido-4,5-dihydroxy-6-(hydroxymethyl)tetrahydro-2H-pyran-2-yl)thio)ethoxy)ethoxy)ethoxy)ethyl)carbamate